COC([C@H](C(C)C1=C(C(=CC=C1F)C)C)NS(=O)(=O)C1=C(C=C(C=C1)Cl)Br)=O (2S)-2-(2-bromo-4-chlorobenzenesulfonylamino)-3-(6-fluoro-2,3-dimethylphenyl)butanoic acid methyl ester